ClC1=C(C=NC=C1)CNC1=C(C=CC=C1C)F N-[(4-chloro-3-pyridyl)methyl]-2-fluoro-6-methyl-aniline